BrC=1C=C2CCN(CC2=CC1)C(=O)OC(C)(C)C tert-butyl 6-bromo-1,2,3,4-tetrahydro-2-isoquinolinecarboxylate